2-fluoro-3-(6-(methoxymethyl)pyridin-2-yl)prop-2-en-1-one FC(C=O)=CC1=NC(=CC=C1)COC